FC1(CCC(CC1)NC1CC2=CC=C(C=C2C1)NC(C=C)=O)F N-(2-((4,4-difluorocyclohexyl)amino)-2,3-dihydro-1H-inden-5-yl)acryl-amide